CNCCCCCCN(C)C trimethylhexa-methylenediamine